O1C(=CC=C1)CN(CC(=O)C1=CC=2C(=NC(N2)=O)C=C1)C 5-[2-[2-furylmethyl(methyl)amino]acetyl]benzimidazol-2-one